(1R)-5-(5-cyclopropyl-1,2,4-oxadiazol-3-yl)-2,3-dihydro-1H-inden-1-amine hydrochloride Cl.C1(CC1)C1=NC(=NO1)C=1C=C2CC[C@H](C2=CC1)N